ClC=1C=CC(=NC1)C(C)C1(CCN(CC1)C1=C(C(N(C2=C(C=CC=C12)O)C)=O)C#N)O 4-[4-[1-(5-chloro-2-pyridyl)ethyl]-4-hydroxy-1-piperidyl]-8-hydroxy-1-methyl-2-oxo-quinoline-3-carbonitrile